4-(3-((1-Benzylpiperidin-4-yl)amino)propoxy)-7-(4-fluorophenyl)-2H-chromen-2-one C(C1=CC=CC=C1)N1CCC(CC1)NCCCOC1=CC(OC2=CC(=CC=C12)C1=CC=C(C=C1)F)=O